OC(C)(C)C1=CC=C(C=N1)C1=CN=C2C(=N1)N(C(CN2)=O)CCN2CCOCC2 7-(6-(2-hydroxypropan-2-yl)pyridin-3-yl)-1-(2-morpholinoethyl)-3,4-dihydropyrazino[2,3-b]pyrazin-2(1H)-one